FC1=C(C(=C2C=CNC2=C1)S(=O)(=O)C)OC=1C=C(C=CC1)C=1SC=C(N1)C(=O)C=1C=C(C=CC1)CCC(=O)OCC Ethyl 3-(3-(2-(3-((6-fluoro-4-(methylsulfonyl)-1H-indol-5-yl)oxy)phenyl)thiazole-4-carbonyl)phenyl)propanoate